N-(4-(2-fluorophenyl)-2-(1-(oxetan-3-yl)azetidin-3-yl)pyridin-3-yl)-2-isopropylpyrimidine-5-carboxamide formate salt C(=O)O.FC1=C(C=CC=C1)C1=C(C(=NC=C1)C1CN(C1)C1COC1)NC(=O)C=1C=NC(=NC1)C(C)C